6-Bromo-3-[[(1R)-1-[3,6-dimethyl-2-(2-methylthiazolo[5,4-b]pyridin-5-yl)-4-oxo-chromen-8-yl]ethyl]amino]pyridine-2-carboxylic acid BrC1=CC=C(C(=N1)C(=O)O)N[C@H](C)C=1C=C(C=C2C(C(=C(OC12)C1=CC=C2C(=N1)SC(=N2)C)C)=O)C